tert-butyl 4-[4-(3-amino-2-fluorophenyl)-5-bromo-1,3-thiazol-2-yl]piperidine-1-carboxylate NC=1C(=C(C=CC1)C=1N=C(SC1Br)C1CCN(CC1)C(=O)OC(C)(C)C)F